1-(4-hydroxyphenyl)-3,5-bis(3-methyl-4-hydroxyphenyl)cyclohexane OC1=CC=C(C=C1)C1CC(CC(C1)C1=CC(=C(C=C1)O)C)C1=CC(=C(C=C1)O)C